5-(((4-(trifluoromethyl)benzyl)oxy)methyl)-1H-indol-3-amine FC(C1=CC=C(COCC=2C=C3C(=CNC3=CC2)N)C=C1)(F)F